C1(CCC1)N1CC2(C1)CC(C2)N2CCC(CC2)C=2C=C(C1=C(N(C(=N1)C1=CC(=C(C=C1)OC)OC)C)C2)C 6-(1-(2-cyclobutyl-2-azaspiro[3.3]heptan-6-yl)piperidin-4-yl)-2-(3,4-dimethoxyphenyl)-1,4-dimethyl-1H-benzo[d]imidazole